C12[NH2+]CC(CC1)CC2 2-azoniabicyclo[2.2.2]octane